O=C1N(C(C=C1)=O)[C@H](C(=O)O)COC (S)-2-(2,5-dioxo-2,5-dihydro-1H-pyrrol-1-yl)-3-methoxypropanoic acid